C(C)C1=CC(=C(C=C1)N[C@@H](CC(=O)O)C)[N+](=O)[O-] (R)-3-((4-Ethyl-2-nitrophenyl)amino)butanoic acid